COC(C1=C(C=C(C(=C1)Cl)C(=O)C=1SC(=CC1)CC)Br)=O 2-bromo-5-chloro-4-[(5-ethylthiophen-2-yl)carbonyl]benzoic acid methyl ester